2,4-di-phenoxy-1,3,5-triazole O(C1=CC=CC=C1)C=1NN=C(N1)OC1=CC=CC=C1